OC=1C=CC2=C(SC3=C2C=CC(=C3)O)C1 3,7-dihydroxydibenzothiophene